OC1(C(N(C2=CC=CC=C12)C1=C2C=CN=CC2=CC=C1)=O)C1=CC=C(C=C1)S(=O)(=O)N 4-[3-hydroxy-1-(5-isoquinolyl)-2-oxo-indolin-3-yl]benzenesulfonamide